ClC=1C(=NC=C(C(=O)NC2=CC(=CC=C2)[C@H](C)NC=2C=NC=3C(N2)=NN(C3)CC)C1)OC (S)-5-chloro-N-(3-(1-((2-ethyl-2H-pyrazolo[3,4-b]pyrazin-6-yl)amino)ethyl)phenyl)-6-methoxynicotinamide